imidazoline oxalate C(C(=O)O)(=O)O.N1C=NCC1